C1(=CC=C(C=C1)N1C(C=CC1=O)=O)N1C(C=CC1=O)=O N,N'-p-phenylenedimaleimide